CC1(C(CC1)N)C 2,2-dimethylcyclobutylamine